(2S)-1-[(18S)-18-(2-tert-butoxy-2-oxoethyl)-2,2,5,8,11,14-hexamethyl-4,7,10,13,16,19-hexa-oxo-3-oxa-5,8,11,14,17-penta-aza-nonadec-19-yl]pyrrolidine-2-carboxylic acid benzyl ester C(C1=CC=CC=C1)OC(=O)[C@H]1N(CCC1)C([C@@H](NC(CN(C(CN(C(CN(C(CN(C(OC(C)(C)C)=O)C)=O)C)=O)C)=O)C)=O)CC(=O)OC(C)(C)C)=O